1-(3-ethoxy-3-oxopropyl)-6-azaspiro[2.5]octane-6-carboxylate C(C)OC(CCC1CC12CCN(CC2)C(=O)[O-])=O